NC1=C(C(=O)O)C=CN=C1 aminoisonicotinic acid